2-((3aR,5r,6aS)-5-(4-chlorobenzyl)-5-hydroxyhexahydrocyclopenta[c]pyrrol-2(1H)-yl)-1-(5-hydroxypyridin-2-yl)ethanone ClC1=CC=C(CC2(C[C@@H]3[C@@H](CN(C3)CC(=O)C3=NC=C(C=C3)O)C2)O)C=C1